5-(5-chloro-6-oxo-1,6-dihydropyridazine-3-carboxamido)-N-(2-(trifluoromethoxy)benzyl)thiazole-4-carboxamide ClC1=CC(=NNC1=O)C(=O)NC1=C(N=CS1)C(=O)NCC1=C(C=CC=C1)OC(F)(F)F